ClC=1C(=CC2=C(N=C(N=C2N[C@H](C)C2=C(C(=CC=C2)C(F)F)F)C)N1)C1=NN=NN1C (R)-7-chloro-N-(1-(3-(difluoromethyl)-2-fluorophenyl)ethyl)-2-methyl-6-(1-methyl-1H-tetrazol-5-yl)pyrido[2,3-d]pyrimidin-4-amine